BrC1=CC(=NC=C1)OCC(C)(O)C 1-[(4-bromopyridin-2-yl)oxy]-2-methylpropan-2-ol